2-(4-tert-butylbenzamido)-3-[(oxan-2-yloxy)methyl]pyridin-4-ylboronic acid C(C)(C)(C)C1=CC=C(C(=O)NC2=NC=CC(=C2COC2OCCCC2)B(O)O)C=C1